C(#N)CC1(CN(C1)C1CCN(CC1)C(=O)C=1C=C(C#N)C=C(C1)F)N1C=C(C=C1)C=1C2=C(N=CN1)NC=C2 3-[(4-{3-(cyanomethyl)-3-[3-(7H-pyrrolo[2,3-d]pyrimidin-4-yl)-1H-pyrrol-1-yl]azetidin-1-yl}piperidin-1-yl)carbonyl]-5-fluorobenzonitrile